2-(2-fluorobenzylidene)hydrazine-carboximidamide FC1=C(C=NNC(N)=N)C=CC=C1